(R)-(3-aminopiperidin-1-yl)(2-(1-(cyclopropylmethyl)-1H-indol-2-yl)-3,4-dihydro-5-oxa-1,2a-diazaacenaphthylen-7-yl)methanone N[C@H]1CN(CCC1)C(=O)C=1C=C2OCCN3C(=NC(C1)=C32)C=3N(C2=CC=CC=C2C3)CC3CC3